OC=1C=CC=2C=CC3=CC=CC=C3C2C1C1=C(C=CC=2C=CC3=CC=CC=C3C12)O 3,3'-dihydroxy-4,4'-biphenanthrene